ClCC=1C=NC=2N(N1)C=C(N2)[C@H](C2CCC(CC2)(F)F)NC(OCC2=CC=CC=C2)=O benzyl (S)-((2-(chloromethyl)imidazo[1,2-b][1,2,4]triazin-6-yl)(4,4-difluorocyclohexyl)methyl)carbamate